C1OC2=CC=C3C(=CC(OC3=C2O1)=O)CN=C=O 7-methylenedioxy-(4-isocyanatomethylcoumarin)